4-(5-(4-((3-hydroxypiperidin-1-yl)methyl)phenyl)-1-tosyl-1H-pyrrolo[2,3-b]pyridin-3-yl)benzaldehyde OC1CN(CCC1)CC1=CC=C(C=C1)C=1C=C2C(=NC1)N(C=C2C2=CC=C(C=O)C=C2)S(=O)(=O)C2=CC=C(C)C=C2